(1r,3r)-1-(hydroxymethyl)-3-(4-(4-(1-(pent-3-yl)-1H-pyrazol-4-yl)pyrazolo[1,5-a]pyrazin-6-yl)-1H-pyrazol-1-yl)cyclobutanol OCC1(CC(C1)N1N=CC(=C1)C=1N=C(C=2N(C1)N=CC2)C=2C=NN(C2)C(CC)CC)O